(1r,2s,6r,7s)-4-(6-prop-2-ynyloxy-1,3-benzothiazol-2-yl)-4-azatricyclo[5.2.1.02,6]dec-8-ene-3,5-dione C(C#C)OC1=CC2=C(N=C(S2)N2C([C@H]3[C@H]4C=C[C@@H]([C@H]3C2=O)C4)=O)C=C1